1-(2-chloro-7-cyclobutyl-8-{7-fluoro-3-(methoxymethoxy)-8-[(triisopropylsilyl)ethynyl]-1-naphthoyl}-7H-purin-6-yl)-2-methylpiperidine-4-carbonitrile ClC1=NC(=C2N(C(=NC2=N1)C(=O)C1=CC(=CC2=CC=C(C(=C12)C#C[Si](C(C)C)(C(C)C)C(C)C)F)OCOC)C1CCC1)N1C(CC(CC1)C#N)C